O=C1NC2=C(OC1)C=CC(=C2)C(=O)NC2=CC=C(CN(C(OCC1=CC=CC=C1)=O)C1=CC=CC=C1)C=C2 Benzyl (4-(3-oxo-3,4-dihydro-2H-benzo[b][1,4]oxazine-6-carboxamido)benzyl)(phenyl)carbamate